NC=1N=C(SC1C(C1=CC=C(C=C1)Cl)=O)N(C1=CC=C(C=C1)C(F)F)C(C(=O)N)C [N-[4-amino-5-(4-chlorobenzoyl)thiazol-2-yl]-4-(difluoromethyl)anilino]propanamide